4-vinyl-1-methylpyridinium bromide [Br-].C(=C)C1=CC=[N+](C=C1)C